C1CCC2=C(C=3CCCC3C=C12)NC(=O)N=[S@@](=O)(N)C=1C=NN2C1OC[C@@H]2COC (S,3S)-N'-((1,2,3,5,6,7-hexahydro-s-indacen-4-yl)carbamoyl)-3-(methoxymethyl)-2,3-dihydropyrazolo[5,1-b]oxazole-7-sulfonimidamide